NC1=C(C=C(C#N)C=C1)NC[C@@H]1CC2(OCCO2)CCC1(C)C |r| Rac-4-amino-3-(((8,8-dimethyl-1,4-dioxaspiro[4.5]decan-7-yl)methyl)amino)benzonitrile